OCC(=O)[C@@H](O)[C@H](O)[C@H](O)[C@H](O)C 7-Deoxy-D-sedoheptulose